CN(C(=O)C1=CNC2=C1N=CN=C2NCC2=CC=C(C=C2)B(O)O)C 4-([[7-(dimethylcarbamoyl)-5H-pyrrolo[3,2-d]pyrimidin-4-yl]amino]methyl)phenyl-boronic acid